N-(p-coumaroyl)-hydroxytryptamine C(\C=C\C1=CC=C(C=C1)O)(=O)N(CCC1=CNC2=CC=CC=C12)O